N-[4-[2-(isopropoxymethyl)phenyl]-6-[4-(4-methylpiperazin-1-yl)phenoxy]pyrimidin-2-yl]-1-methyl-pyrazole-4-sulfonamide C(C)(C)OCC1=C(C=CC=C1)C1=NC(=NC(=C1)OC1=CC=C(C=C1)N1CCN(CC1)C)NS(=O)(=O)C=1C=NN(C1)C